NOCCOCCOCCOCCNC(CCCCC1SCC2NC(NC21)=O)=O N-(2-(2-(2-(2-(aminooxy)ethoxy)ethoxy)ethoxy)ethyl)-5-(2-oxohexahydro-1H-thieno[3,4-d]imidazol-4-yl)pentanamide